OC=1C=CC=2C3(C4=CC=C(C=C4OC2C1)O)OC(C1=CC=CC=C13)=O 3',6'-dihydroxy-spiro[isobenzofuran-1[3H],9'[9H]-xanthene]-3-one